C(C)N(C=1N2C=C(C=C2C=C(C1C)C#N)C1=CC=CC=C1)C1CCOCC1 5-(ethyl-(tetrahydro-2H-pyran-4-yl)amino)-6-methyl-2-phenylindolizine-7-carbonitrile